OC1C[C@@]2(CCC(N2C1)=O)C(=O)OCC ethyl (7aS)-2-hydroxy-5-oxotetrahydro-1H-pyrrolizine-7a(5H)-carboxylate